NC1=CC(=C(OC=2C=CC(N(C2)CC2=CC=C(C=C2)OC(F)(F)F)=O)C(=C1)Cl)Cl 5-(4-Amino-2,6-dichlorophenoxy)-1-(4-(trifluoromethoxy)benzyl)pyridin-2(1H)-one